NCCCN(CCCNC1=NC(=C(C(=N1)OC)NC(=O)C=1OC(=CC1)OC=1C=C2C(CCC2=CC1C)(C)C)OC)C N-[2-({3-[(3-aminopropyl)(methyl)amino]propyl}amino)-4,6-dimethoxypyrimidin-5-yl]-5-[(3,3,6-trimethyl-2,3-dihydro-1H-inden-5-yl)oxy]furan-2-carboxamide